(2,5-dichloropyrimidin-4-yl)-4-fluoro-1-isopropyl-2-methyl-1H-benzo[d]Imidazole ClC1=NC=C(C(=N1)C1=C(C2=C(N(C(=N2)C)C(C)C)C=C1)F)Cl